(7-methoxyimidazo[1,2-a]pyridin-6-yl)-methanol COC1=CC=2N(C=C1CO)C=CN2